(1R,3s,5S)-8-((4-(Difluoromethoxy)phenyl)sulfonyl)-N-(tetrahydro-2H-pyran-4-yl)-8-azabicyclo[3.2.1]octan-3-amine FC(OC1=CC=C(C=C1)S(=O)(=O)N1[C@H]2CC(C[C@@H]1CC2)NC2CCOCC2)F